(S)-hexahydro-3H-oxazolo[3,4-a]pyrazin-3-one C1OC(N2[C@H]1CNCC2)=O